FC1=C(C=C(C=C1C)C1=C(C=CC=C1C)C)[C@H](CC(=O)O)NC([C@H](CC(C)C)N1N=C(C=C(C1=O)C)CCN1CC(C1)(C)C)=O (S)-3-(4-fluoro-2',5,6'-trimethyl-[1,1'-biphenyl]-3-yl)-3-((S)-2-(3-(2-(3,3-Dimethylazetidin-1-yl)ethyl)-5-methyl-6-oxopyridazin-1(6H)-yl)-4-methylvalerylamino)propionic acid